tert-butyl 6-[[3-[1-(cyclohexylmethyl)-5-methyl-pyrazol-4-yl]-6-[8-[(4-methylthiazol-2-yl) carbamoyl]-3,4-dihydro-1H-isoquinolin-2-yl]pyridine-2-carbonyl]sulfamoyl]hexanoate C1(CCCCC1)CN1N=CC(=C1C)C=1C(=NC(=CC1)N1CC2=C(C=CC=C2CC1)C(NC=1SC=C(N1)C)=O)C(=O)NS(=O)(=O)CCCCCC(=O)OC(C)(C)C